C(C)(C)(C)OC(=O)\N=C/1\N[C@H]2[C@@H](N1)CS[C@H]2CCCCNC(CCCCCC(=O)OCC2=CC=CC=C2)=O Benzyl 7-((4-((3aS,4S,6aR,E)-2-((tert-butoxycarbonyl) imino) hexahydro-1H-thieno[3,4-d]imidazol-4-yl) butyl) amino)-7-oxoheptanoate